ClC=1C=C(C=C(C1OC1=CN(C(C=C1)=O)CCOC)Cl)N1N=C(C(NC1=O)=O)CF 2-(3,5-dichloro-4-((1-(2-methoxyethyl)-6-oxo-1,6-dihydropyridin-3-yl)oxy)phenyl)-6-(fluoromethyl)-1,2,4-triazine-3,5(2H,4H)-dione